FC1=C(C(=C(C(=C1F)F)F)F)S(=O)(=O)N1CC(CCC1)N1N=C(C=2C1=NC=NC2N)C2=CC=C(C=C2)OC2=CC=CC=C2 1-(1-((perfluorophenyl)sulfonyl)piperidin-3-yl)-3-(4-phenoxyphenyl)-1H-pyrazolo[3,4-d]pyrimidin-4-amine